F[B-](F)(F)F.N1=CC=CC=C1 pyridine tetrafluoroborate salt